C(C)OC[C@]1(CN(CC1)C1CCC2=NC(=CC=C21)C)CCC=2SC(=CC2)C |o1:4| 5-((R or S)-3-(ethoxymethyl)-3-(2-(5-methylthiophen-2-yl)ethyl)pyrrolidin-1-yl)-2-methyl-6,7-dihydro-5H-cyclopenta[b]pyridine